FC=1C(=C(C=CC1F)[C@H]1[C@@H](O[C@]([C@H]1C)(C(F)(F)F)C)C(=O)NC1=CC(=NC=C1)C(=O)OC)OCCO[Si](C(C)C)(C(C)C)C(C)C methyl 4-((2R,3S,4S,5R)-3-(3,4-difluoro-2-(2-((triisopropylsilyl)oxy)ethoxy)phenyl)-4,5-dimethyl-5-(trifluoromethyl)tetrahydrofuran-2-carboxamido)picolinate